tert-butyl (2-(allylthio)ethyl)(methyl)carbamate C(C=C)SCCN(C(OC(C)(C)C)=O)C